NC1=NC(=C2N=CN(C2=N1)CC(=O)NC1=CC(=NN1CC)C)NC1CC1 2-(2-amino-6-(cyclopropylamino)-9H-purin-9-yl)-N-(1-ethyl-3-methyl-1H-pyrazol-5-yl)acetamide